[N+](=O)([O-])C1=CC=C(OC(=O)OC[C@H]2N(CCC2)C(=O)OCC2=CC=C(C=C2)NC([C@H](CC(NC(C2=CC=CC=C2)(C2=CC=CC=C2)C2=CC=CC=C2)=O)NC(=O)OC(C)(C)C)=O)C=C1 {4-[(2S)-2-{[(tert-butoxy)carbonyl]amino}-3-[(triphenylmethyl)carbamoyl]propanamido]phenyl}methyl (2S)-2-({[(4-nitrophenoxy)carbonyl]oxy}methyl)pyrrolidine-1-carboxylate